tert-butyl (1-ethylpyrrolidin-3-yl)carbamate C(C)N1CC(CC1)NC(OC(C)(C)C)=O